(1-((2-(trimethylsilyl)ethoxy)methyl)-1H-imidazol-2-yl)zinc (II) chloride [Cl-].C[Si](CCOCN1C(=NC=C1)[Zn+])(C)C